1,4-benzenedicarboxylic acid, 1-methyl ester C1(=CC=C(C=C1)C(=O)[O-])C(=O)OC